4-(((trans)-4-(4-(3-(methylamino)propoxy)phenyl)cyclohexyl)oxy)-1H-1,2,3-triazole-5-carboxylic acid CNCCCOC1=CC=C(C=C1)[C@@H]1CC[C@H](CC1)OC=1N=NNC1C(=O)O